FC=1C=C2C(=CC=NC2=CC1)SC=1C=2N(C(=NC1)N1CCC3([C@@H]([C@@H](OC3)C)N)CC1)C=CN2 (3S,4S)-8-(8-((6-fluoroquinolin-4-yl)thio)imidazo[1,2-c]pyrimidin-5-yl)-3-methyl-2-oxa-8-azaspiro[4.5]decan-4-amine